6-((1S,6S)-6-aminocyclohex-3-en-1-yl)-2-chloro-7-methyl-N-(pyridin-4-ylmethyl)thieno[3,2-d]pyrimidin-4-amine N[C@H]1CC=CC[C@@H]1C1=C(C=2N=C(N=C(C2S1)NCC1=CC=NC=C1)Cl)C